NC1=CC=C(C=N1)C=1N=NN(C1)[C@H](CCNS(=O)(=O)C)C1=CC=C(C=C1)C=1OC(=NN1)C(F)F N-[(3R)-3-[4-(6-aminopyridin-3-yl)triazol-1-yl]-3-[4-[5-(difluoromethyl)-1,3,4-oxadiazol-2-yl]phenyl]propyl]methanesulfonamide